bis(2-hydroxy-5-methylbenzyl)-4-methylphenol OC1=C(CC=2C(=C(C=CC2C)O)CC2=C(C=CC(=C2)C)O)C=C(C=C1)C